CN(C1=NC(=CC=C1)C(F)(F)F)CCC N-methyl-N-propyl-6-(trifluoromethyl)pyridin-2-amine